FC(OC1=C(C=C(C=C1)N1N=C(C(C1=O)C(=O)NC1=CC(=CC=C1)C(CC)(F)F)C)C1=NN=C(N1CC1=CC=C(C=C1)OC)C)F 1-(4-(difluoromethoxy)-3-(4-(4-methoxybenzyl)-5-methyl-4H-1,2,4-triazol-3-yl)phenyl)-N-(3-(1,1-difluoropropyl)phenyl)-3-methyl-5-oxo-4,5-dihydro-1H-pyrazole-4-carboxamide